O1CC(=CC1)C=1C=CC(=NC1CN(C)C)NC(OC(C)(C)C)=O tert-Butyl (5-(2,5-dihydrofuran-3-yl)-6-((dimethylamino)methyl)pyridin-2-yl)carbamate